Cl.CN1C=CC=2C1=C(N=CC2C(F)(F)F)N2CCNCC2 1-methyl-7-(piperazine-1-yl)-4-(trifluoromethyl)-1H-pyrrolo[2,3-c]pyridine hydrochloride